ClC1=C(C=CC(=N1)C=1C=CC=C2C(=C(C=NC12)C(=O)NN1CCOC2=C1C=CC=C2)N2CCOCC2)F 8-(6-chloro-5-fluoro-2-pyridyl)-N-(2,3-dihydro-1,4-benzoxazin-4-yl)-4-morpholino-quinoline-3-carboxamide